CS(=O)C1=NC=C(C(=N1)NCCCN1C(CCCC1)=O)C(F)(F)F 1-(3-((2-(methanesulfinyl)-5-(trifluoromethyl)pyrimidin-4-yl)amino)propyl)piperidin-2-one